C(C)(C)(C)NC1CN(CC1)C=1N=C2C=CC(=NC2=CC1)C=1C(=CC2=C(N=C(N2C)C)C1)O 6-{6-[3-(tert-butylamino)pyrrolidin-1-yl]-1,5-naphthyridin-2-yl}-2,3-dimethyl-1,3-benzodiazol-5-ol